tert-butyl (cis-3-((S)-1-(4-fluorophenyl)-1,2,3,4-tetrahydroisoquinoline-2-carboxamido)cyclobutyl)carbamate FC1=CC=C(C=C1)[C@@H]1N(CCC2=CC=CC=C12)C(=O)N[C@H]1C[C@H](C1)NC(OC(C)(C)C)=O